C(N)(=O)C1=CC=C(C=C1)NC(C1=C(C(=CC=C1OC1=CC=C(C=C1)OC(F)(F)F)C(F)(F)F)F)=O N-(4-carbamoylphenyl)-2-fluoro-6-(4-(trifluoromethoxy)phenoxy)-3-(trifluoromethyl)benzamide